C1(=CC=CC=C1)C=1C(=NC2=C(C1)OC1=C2C=CC=C1)C1=CC=CC=2C3=CC=CC=C3C3=CC=CC=C3C12 Phenyl(triphenyleneyl)benzofuropyridine